Cl.N[C@@H](CCCCN)C(=O)O (L)-lysine-hydrochloride